NC1CCN(CC1)C=1C=C2C(N(C(C2=CC1F)=O)C1C(NC(CC1)=O)=O)=O 5-(4-aminopiperidin-1-yl)-2-(2,6-dioxopiperidin-3-yl)-6-fluoroisoindole-1,3-dione